BrC1=C(N)C(=C(C=C1Br)Br)Br 2,3,5,6-tetrabromoaniline